N1N=CC(C1=O)=O pyrazole-4,5-dione